(E)-N-Methyl-N-((3-methylbenzofuran-2-yl)methyl)-3-(8-oxo-7-(2-oxa-6-azaspiro[3.3]heptan-6-yl)-6,7,8,9-tetrahydro-5H-pyrido[2,3-b]azepin-3-yl)acrylamide CN(C(\C=C\C1=CC2=C(NC(C(CC2)N2CC3(COC3)C2)=O)N=C1)=O)CC=1OC2=C(C1C)C=CC=C2